6-(4,4,5,5-tetramethyl-1,3,2-dioxaborolan-2-yl)quinolin-8-amine CC1(OB(OC1(C)C)C=1C=C2C=CC=NC2=C(C1)N)C